ClC=1C=CC=2N=CN=C(C2N1)N1CC2C1=CC=CC2(C)C 6-chloro-4-(3,3-dimethylbenzazetidin-1-yl)pyrido[3,2-d]pyrimidine